COC(/C=C/CN(CCCN1CCN(CC1)C(=O)OC(C)(C)C)C)=O tert-butyl 4-[3-[[(E)-4-methoxy-4-oxo-but-2-enyl]-methyl-amino]propyl]piperazine-1-carboxylate